1-(1-(6-(4-((4-(1H-pyrazol-4-yl)phenyl)amino)pyrimidin-2-yl)-1-methyl-1H-indole-2-carbonyl)azetidin-3-yl)ethan-1-one N1N=CC(=C1)C1=CC=C(C=C1)NC1=NC(=NC=C1)C1=CC=C2C=C(N(C2=C1)C)C(=O)N1CC(C1)C(C)=O